COC(C1=CN=C(C=C1)C1=CC(=C(C=C1)C)F)=O 6-(3-fluoro-4-methylphenyl)nicotinic acid methyl ester